FC(C(=O)O)CCC1=CN=NN1 2-fluoro-4-(1H-triazol-5-yl)butanoic acid